BrC1=CC=C(C=2COCC12)N 7-bromo-1,3-dihydroisobenzofuran-4-amine